O=C(CN1CCN(CCN(CCN(CC1)CC(=O)OC(C)(C)C)CC(=O)OC(C)(C)C)CC(=O)OC(C)(C)C)NCCNC(C1=CC(=C(C(=C1)O)O)O)=O tri-tert-butyl 2,2',2''-(10-(2-oxo-2-((2-(3,4,5-trihydroxybenzamido)ethyl)amino)ethyl)-1,4,7,10-tetraazacyclododecane-1,4,7-triyl)triacetate